1-[4-phenyl-6-(2-phenylethyl)quinolin-2-yl]pyrrolidine-3-carboxylic acid C1(=CC=CC=C1)C1=CC(=NC2=CC=C(C=C12)CCC1=CC=CC=C1)N1CC(CC1)C(=O)O